NC1=C(C(=CC(=C1)C(=O)OC)Br)N1C(=CC=C1)C(=O)OC methyl 1-(2-amino-6-bromo-4-(methoxycarbonyl) phenyl)-1H-pyrrole-2-carboxylate